[OH-].[Mg+2].[N+](=O)([O-])[O-].[Mg+2] magnesium nitrate magnesium hydroxide